trisiline [SiH]1=[SiH][SiH]=CC=C1